tert-Butyl 3-methyl-6,7,10,11-tetrahydro-5H-pyrido[4',3':3,4]pyrazolo[1,5-a][1,2,4]-triazolo[3,4-c][1,4]diazepine-12(13H)-carboxylate CC1=NN=C2C=3N(CCCN21)N=C2C3CN(CC2)C(=O)OC(C)(C)C